7-methyl-N-(5-(methylsulfanyl)-1,3,4-thiadiazol-2-yl)-4,5-dihydrothiazolo[5',4':5,6]benzo[1,2-c]isoxazole-3-carboxamide CC=1SC=2CCC=3C(=NOC3C(=O)NC=3SC(=NN3)SC)C2N1